NC(CCCC=C)(N)N triaminohexene